C(C1=CC=CC=C1)OC1=C2C(=CNC2=CC=C1)CC[N+](=O)[O-] 4-benzyloxy-3-(2-nitroethyl)indole